OC1=C(C(=CC(=C1)C(F)(F)F)C)C1=CC=C(N=N1)NC1CC(CN(C1)C)O 5-((6-(2-hydroxy-6-methyl-4-(trifluoromethyl)phenyl)pyridazin-3-yl)amino)-1-methylpiperidin-3-ol